methyl N-[5-[6-[[4-fluoro-3-(methyl-carbamoyl)phenyl]-methyl-carbamoyl]-8-methyl-imidazo[1,2-a]pyridin-3-yl]-2-pyridyl]carbamate FC1=C(C=C(C=C1)N(C(=O)C=1C=C(C=2N(C1)C(=CN2)C=2C=CC(=NC2)NC(OC)=O)C)C)C(NC)=O